4-((4-(4-(((S)-3-Benzyl-6,9-dimethyl-4H,6H-thieno[2,3-e][1,2,4]triazolo[3,4-c][1,4]oxazepin-2-yl)ethynyl)-1H-pyrazol-1-yl)butyl)amino)-2-(2,6-dioxopiperidin-3-yl)isoindolin-1,3-dion C(C1=CC=CC=C1)C1=C(SC=2N3C([C@@H](OCC21)C)=NN=C3C)C#CC=3C=NN(C3)CCCCNC3=C2C(N(C(C2=CC=C3)=O)C3C(NC(CC3)=O)=O)=O